O1C=C(C=C1)C=1C=C(C=CC1)B(O)O (3-(furan-3-yl)phenyl)boronic acid